NC1=NC=C(C(=C1)C#N)C1=CCCC1 2-amino-5-(cyclopent-1-en-1-yl)pyridine-4-carbonitrile